OC1C=2C=CC=NC2OC2=CC=C(C=C12)C(C(=O)OC)C Methyl 2-(10-hydroxy-9-oxa-1-azaanthracen-6-yl)propionate